NC1=C2N=CN(C2=NC(=N1)C(C)O)[C@H]1[C@@H]([C@@]([C@H](O1)COC(C(=O)O)(C(=O)O)CC1=CC=CC=C1)(O)C#C)O 2-(((2R,3S,4R,5R)-5-(6-amino-2-(1-hydroxyethyl)-9H-purin-9-yl)-3-ethynyl-3,4-dihydroxytetrahydrofuran-2-yl)methoxy)-2-phenylmethylmalonic acid